O1CCN(CC1)CC(CC)O 1-morpholino-2-butanol